CN1CN(CC1)C N,N'-dimethylimidazoline